2-(4-(5-chloro-2-(1H-tetrazol-1-yl)phenyl)-2,5-dioxopiperazin-1-yl)-N-(2-methyl-2H-pyrazolo[4,3-b]pyridin-5-yl)-3-phenylpropanamide ClC=1C=CC(=C(C1)N1CC(N(CC1=O)C(C(=O)NC=1C=CC=2C(N1)=CN(N2)C)CC2=CC=CC=C2)=O)N2N=NN=C2